methyl 3-{[2-amino-4-methyl-6-(pentylamino) pyrimidin-5-yl] methyl}-4-methoxybenzoate NC1=NC(=C(C(=N1)C)CC=1C=C(C(=O)OC)C=CC1OC)NCCCCC